NC1=NC=CC(=N1)C1=CNC2=CC=C(C=C12)OC 2-amino-4-(5-methoxy-1H-indol-3-yl)pyrimidine